C1(CC1)C1=C(C=CC(=C1)F)NC(OC(C)(C)C)=O tert-butyl (2-cyclopropyl-4-fluorophenyl)carbamate